3-fluoro-5-(hydroxymethyl)phenol FC=1C=C(C=C(C1)CO)O